N[C@H](C(=O)N1[C@@H]([C@H]2C([C@H]2C1)(C)C)C(=O)NC(C1=C2C(=CN=C1)NC=C2)C#N)C(C)(C)C (1R,2S,5S)-3-[(2S)-2-amino-3,3-dimethyl-butanoyl]-N-[cyano(1H-pyrrolo[2,3-c]pyridin-4-yl)methyl]-6,6-dimethyl-3-azabicyclo[3.1.0]hexane-2-carboxamide